2-(2'-chloro-4'-((8-(methylsulfonyl)-3,8-diazabicyclo[3.2.1]octan-3-yl)methyl)-[1,1'-biphenyl]-4-yl)-1,1,1,3,3,3-hexafluoropropan-2-ol ClC1=C(C=CC(=C1)CN1CC2CCC(C1)N2S(=O)(=O)C)C2=CC=C(C=C2)C(C(F)(F)F)(C(F)(F)F)O